COC1=CC=C(CN(C2CC(N(CC2)C(=O)OC(C)(C)C)=O)CC2=CC=C(C=C2)OC)C=C1 tert-butyl 4-(bis(4-methoxybenzyl)amino)-2-oxopiperidine-1-carboxylate